C1(CCC1)OC=1C(=CC=2C(N1)=NN(C2)[C@@]21CO[C@@](CC2)(C1)C)C(=O)NC=1C(N(C=CC1)C1CC1)=O 6-Cyclobutoxy-N-(1-cyclopropyl-2-oxo-1,2-dihydropyridin-3-yl)-2-((1S,4S)-1-methyl-2-oxabicyclo[2.2.1]hept-4-yl)-2H-pyrazolo[3,4-b]pyridine-5-carboxamide